(1R,3S)-3-(3-((5-(1-hydroxyethyl)pyrazin-2-yl)amino)-1H-pyrazol-5-yl)cyclopentyl 2,2-dimethylazetidine-1-carboxylate CC1(N(CC1)C(=O)O[C@H]1C[C@H](CC1)C1=CC(=NN1)NC1=NC=C(N=C1)C(C)O)C